CN1CCNCC1 (2R)-1-methylpiperazine